(2S)-4-(methylsulfinyl)-2-((9Z,12Z)-octadeca-9,12-dienamido)butanoic acid CS(=O)CC[C@@H](C(=O)O)NC(CCCCCCC\C=C/C\C=C/CCCCC)=O